C12(CC(C1)C2)N2N=NC(=C2I)[C@H](C=2C(=NC(=CC2)F)C)NC=2C=C1C(=C(C=NC1=C(C2)Cl)C#N)NCC(C)(C)C (S)-6-(((1-(bicyclo[1.1.1]pentan-1-yl)-5-iodo-1H-1,2,3-triazol-4-yl)(6-fluoro-2-methylpyridin-3-yl)methyl)amino)-8-chloro-4-(neopentylamino)quinoline-3-carbonitrile